2-{[(3S)-3-{2-[(4-chloro-2-fluorophenoxy)methyl]pyridin-4-yl}pyrrolidin-1-yl]methyl}-4-fluoro-1-{[(2S)-oxetan-2-yl]methyl}-1H-1,3-benzodiazole-6-carboxylic acid ClC1=CC(=C(OCC2=NC=CC(=C2)[C@H]2CN(CC2)CC2=NC3=C(N2C[C@H]2OCC2)C=C(C=C3F)C(=O)O)C=C1)F